OC=1C(=C(C(=O)[O-])C=C(C1)[N+](=O)[O-])OC hydroxy-2-methoxy-5-nitrobenzoate